OC(C)(CC(C1=CC=CC=C1)C1=CC=CC=C1)O dihydroxydiphenylethylmethylmethane